8-(3-Chloro-2-(trifluoromethyl)phenyl)-9-(4-((1-(3,3,3-trifluoropropyl)azetidin-3-yliden)methyl)phenyl)-6,7-dihydro-5H-benzo[7]annulen ClC=1C(=C(C=CC1)C=1CCCC2=C(C1C1=CC=C(C=C1)C=C1CN(C1)CCC(F)(F)F)C=CC=C2)C(F)(F)F